2-amino-1,3-phenylenedimethanol NC1=C(C=CC=C1CO)CO